2-[[tert-butyl(dimethyl)silyl]oxymethyl]pyridin-4-amine [Si](C)(C)(C(C)(C)C)OCC1=NC=CC(=C1)N